6-(2,4-Dimethylphenyl)-2-(4-(methylsulfonyl)phenyl)phthalazin CC1=C(C=CC(=C1)C)C=1C=C2C=NN(CC2=CC1)C1=CC=C(C=C1)S(=O)(=O)C